C1(CC1)C=1C=CC=2N(C1)C=C(N2)CN2C=NC(=C2)C(=O)O 1-((6-cyclopropylimidazo[1,2-a]pyridin-2-yl)methyl)-1H-imidazole-4-carboxylic acid